pyrazole-4-carboxamide, sodium salt [Na+].N1N=CC(=C1)C(=O)[NH-]